ClC1=NC=C(C(=C1)C1=C(C=NC(=C1)C)C(=O)NC=1SC2=C(N1)CN(C2)C(=O)C2=NC(=C(N=C2)OC(F)F)C)OC 2'-chloro-N-(5-(5-(difluoromethoxy)-6-methylpyrazine-2-carbonyl)-5,6-dihydro-4H-pyrrolo[3,4-d]thiazol-2-yl)-5'-methoxy-6-methyl-[4,4'-bipyridine]-3-carboxamide